C(C)(C)N1C=NC=2C=C(C=3C=NC(=NC3C21)S(=O)C)C 1-isopropyl-5-methyl-8-(methylsulfinyl)-1H-imidazo[4,5-H]quinazoline